5,7-difluoro-4-chromanone FC1=C2C(CCOC2=CC(=C1)F)=O